CC1(CCN(CC1)C1=NC2=C(C=C(C=C2C(N1C)=O)C)C(C)NC1=C(C(=O)O)C=CC=C1)C 2-((1-(2-(4,4-dimethylpiperidin-1-yl)-3,6-dimethyl-4-oxo-3,4-dihydroquinazolin-8-yl)ethyl)amino)benzoic acid